C(CCC)OC1=CC=C(C=C1)C=1C=C2CC(C(C2=CC1F)NC(O[C@@H]1CN2CCC1CC2)=O)(C)C (S)-quinuclidin-3-yl (5-(4-butoxyphenyl)-6-fluoro-2,2-dimethyl-2,3-dihydro-1H-inden-1-yl)carbamat